(2Z)-6-(3-fluoro-5-hydroxyphenyl)-2-(hydroxyimino)-2,3-dihydro-1H-inden-1-one FC=1C=C(C=C(C1)O)C1=CC=C2C/C(/C(C2=C1)=O)=N/O